5-((4-formyl-6-methoxypyridin-3-yloxy)methyl)picolinonitrile C(=O)C1=C(C=NC(=C1)OC)OCC=1C=CC(=NC1)C#N